(S)-ethyl 1-(4-(2-(3-(1-methyl-1H-pyrazol-4-yl)benzamido)-1-phenyl-1H-imidazol-4-yl)butanoyl)piperidine-3-carboxylate CN1N=CC(=C1)C=1C=C(C(=O)NC=2N(C=C(N2)CCCC(=O)N2C[C@H](CCC2)C(=O)OCC)C2=CC=CC=C2)C=CC1